1-propene, sodium salt [Na].C=CC